[Br-].C(C=C)[N+](CCCCCCCCCCCCCCCCCC)(C)C allyl-dimethyl-stearyl-ammonium bromide